tert-butyl (3R,4S)-3-(fluoromethyl)-4-methylsulfonyloxy-pyrrolidine-1-carboxylate FC[C@@H]1CN(C[C@H]1OS(=O)(=O)C)C(=O)OC(C)(C)C